Cl.N[C@H](C(=O)NC1=CC=C(C=C1)C1=CN(C(C=C1C)=O)C)C(C1=CC=CC=C1)C1=CC=CC=C1 (S)-2-amino-N-(4-(1,4-dimethyl-6-oxo-1,6-dihydropyridin-3-yl)phenyl)-3,3-diphenylpropanamide hydrochloride